CC1=NC=NC=C1C(=O)NCC1=CC2=C(NC(=N2)C2=NC=CC=C2)C=C1 4-methyl-N-[[2-(2-pyridinyl)-1H-benzimidazol-5-yl]methyl]pyrimidine-5-carboxamide